3-diethoxyphosphorylpropyl-(trifluoro)silane C(C)OP(=O)(OCC)CCC[Si](F)(F)F